CN1C(CCC1=O)CNC1=C(C=C(C=C1)S(=O)(=O)NC(C1=CN=CC=C1)=O)[N+](=O)[O-] N-((4-(((1-methyl-5-oxopyrrolidin-2-yl)methyl)amino)-3-nitrophenyl)sulfonyl)nicotinamide